1-(methylthio)cyclopropane-1-carboxylic acid CSC1(CC1)C(=O)O